O1COCC2=C1C=CC=C2CCC(=O)NCC=2SC(=CC2)C=2C=NC=CC2 3-(benzo[D][1,3]dioxan-5-yl)-N-((5-(pyridin-3-yl)thiophen-2-yl)methyl)propanamide